FC1=CC=C(C=C1)CCCN(C)C1CCNCC1 N-[3-(4-fluorophenyl)propyl]-N-methyl-4-piperidylamine